C(C=C)(=O)OCCCCCCCCCCCCCCCCCCCCCCCC lignoceryl acrylate